P(OC1=C(N=C(O1)C1=C(C(=CC(=C1)Cl)Cl)Cl)C#N)(OC)(=O)N (4-cyano-2-(2,3,5-trichlorophenyl) oxazol-5-yl) (methyl) phosphoramidate